C(C1=CC=CC=C1)OC(=O)N1CCC(CC1)N1C[C@H](N(C[C@@H]1C)C(=O)OC(C)(C)C)C tert-butyl (2R,5S)-4-(1-((benzyloxy)carbonyl)piperidin-4-yl)-2,5-dimethylpiperazine-1-carboxylate